S-({(1r,4r)-4-[(tert-butoxycarbonyl) amino] cyclohexyl} methyl) thioacetate C(C)(=O)SCC1CCC(CC1)NC(=O)OC(C)(C)C